O=C1OC[C@H](N1)COC(=O)N1CC(C1)C=1C=NC(=CC1)N1CC(CC1)C(F)(F)F (-)-3-[6-[3-(trifluoromethyl)pyrrolidin-1-yl]-3-pyridyl]Azetidine-1-carboxylic acid [(4S)-2-oxooxazolidin-4-yl]Methyl ester